C(C=C)(=O)O.C(C=C)(=O)O.O1CCOCC1 dioxane diacrylate